3-((6-((4,4-difluorocyclohexyl)amino)-2-(3-methyl-1H-pyrazol-1-yl)pyrimidin-4-yl)oxy)-1-methylcyclobutane-1-ol FC1(CCC(CC1)NC1=CC(=NC(=N1)N1N=C(C=C1)C)OC1CC(C1)(O)C)F